1-(7-((3,4-difluorobenzyl)oxy)-3,4-dihydroisoquinolin-2(1H)-yl)prop-2-en-1-one FC=1C=C(COC2=CC=C3CCN(CC3=C2)C(C=C)=O)C=CC1F